Methyl [2-bromo-6-ethoxy-4-(prop-1-yn-1-yl)phenyl]acetate BrC1=C(C(=CC(=C1)C#CC)OCC)CC(=O)OC